1-(4-(tert-amyl)phenyl)cyclohexane-1,4-diamine C(C)(C)(CC)C1=CC=C(C=C1)C1(CCC(CC1)N)N